(6-trifluoromethyl-pyridin-3-ylmethyl)-amine FC(C1=CC=C(C=N1)CN)(F)F